bis(3-chloro-2-chlorocarbonyloxy-propyl)cyclohexane-1,2-dicarboxylic acid ClCC(CC1(C(CCCC1)(C(=O)O)CC(CCl)OC(=O)Cl)C(=O)O)OC(=O)Cl